N1([C@H](O)[C@H](O)[C@@H](CO)O1)N1C=NC=2C(N)=NC=NC12 Azaadenosine